2-(6-(trifluoromethyl)pyridin-3-yl)oxazole-5-carboxylic acid FC(C1=CC=C(C=N1)C=1OC(=CN1)C(=O)O)(F)F